3-((6-methyl-2-((2-(4-methylpiperazin-1-yl)benzo[d]thiazol-6-yl)amino)quinazolin-4-yl)amino)propan-1-ol CC=1C=C2C(=NC(=NC2=CC1)NC1=CC2=C(N=C(S2)N2CCN(CC2)C)C=C1)NCCCO